(3,7-dimethyl-1H-indazole-5-carbonyl)-2-ethyl-5H-spiro[benzo[d]thiazol-6,4'-piperidin]-4(7H)-one CC1=NNC2=C(C=C(C=C12)C(=O)N1CCC2(CC1)CC1=C(N=C(S1)CC)C(C2)=O)C